C(C1=CC=CC=C1)OC=1C=C2CCC3(OCCO3)CC2=C(C1)F 6-(benzyloxy)-8-fluoro-3,4-dihydro-1H-spiro[naphthalene-2,2'-[1,3]dioxolane]